S1(CCC=2C1=CN=CC2)=O thieno[2,3-c]pyridine-1(2H)-one